3-ethyl-1-(3,5,6-trimethylpyrazin-2-yl)-1H-pyrrol-5-ol C(C)C1=CN(C(=C1)O)C1=NC(=C(N=C1C)C)C